(4-ethoxy-3-fluorophenyl)-5-methyl-N-(1-methyl-1H-pyrazol-4-yl)pyrimidin-2-amine C(C)OC1=C(C=C(C=C1)C1=NC(=NC=C1C)NC=1C=NN(C1)C)F